2,3-dichloro-N-(3,3-dimethylindolin-6-yl)benzenesulfonamide ClC1=C(C=CC=C1Cl)S(=O)(=O)NC1=CC=C2C(CNC2=C1)(C)C